1-(2-((2-(2,6-dioxopiperidin-3-yl)-1,3-dioxoisoindol-4-yl)amino)ethyl)-N-methylpiperidine-4-carboxamide O=C1NC(CCC1N1C(C2=CC=CC(=C2C1=O)NCCN1CCC(CC1)C(=O)NC)=O)=O